C(CCC)[C@](C(=O)N)(O)C |r| Racemic-n-Butyllactamide